3-(N-((4-(5-(1,1-difluoroethyl)-1,2,4-oxadiazol-3-yl)bicyclo[2.2.2]octan-1-yl)methyl)-3-fluorobicyclo[1.1.1]pentane-1-carboxamido)benzoic Acid FC(C)(F)C1=NC(=NO1)C12CCC(CC1)(CC2)CN(C(=O)C21CC(C2)(C1)F)C=1C=C(C(=O)O)C=CC1